4-Amino-6-((2-fluorophenyl)amino)-N-(5-(methylsulfonyl)-2,3-dihydro-1H-inden-2-yl)picolinamide NC1=CC(=NC(=C1)NC1=C(C=CC=C1)F)C(=O)NC1CC2=CC=C(C=C2C1)S(=O)(=O)C